ClC1=C(C=CC=C1)[C@H](C(=O)O)O (R)-2-(2-chlorophenyl)-2-hydroxyacetic acid